(2R,3S,4S)-4-hydroxy-2-[(4-methoxyphenyl)methyl]pyrrolidin-3-yl 4-oxoazetidine-2-carboxylate O=C1CC(N1)C(=O)O[C@H]1[C@H](NC[C@@H]1O)CC1=CC=C(C=C1)OC